heptadecan-9-yl 8-((2-hydroxy-6-(1H-pyrrole-2-Carboxamido)hexyl)(6-oxo-6-(undecyloxy)hexyl)amino)octanoate OC(CN(CCCCCCCC(=O)OC(CCCCCCCC)CCCCCCCC)CCCCCC(OCCCCCCCCCCC)=O)CCCCNC(=O)C=1NC=CC1